C(C1=CC=CC=C1)C1C2(C3=CC(=CC=C3C1)OC)CCC(CC2)(C(=O)O)NC2=CC(=CC=C2)Br (1s,4s)-2'-benzyl-4-(3-bromoanilino)-6'-methoxy-2',3'-dihydrospiro[cyclohexane-1,1'-indene]-4-carboxylic acid